C(=O)C1CCC(CC1)N1N=C2C=C(C(=CC2=C1)NC(=O)C1=NC(=CC=C1)S(F)(F)(F)(F)F)N1CCCCC1 N-[2-(4-formylcyclohexyl)-6-(1-piperidyl)indazol-5-yl]-6-(pentafluoro-sulfanyl)pyridine-2-carboxamide